methyl 3-amino-4-bromo-1-methyl-1H-pyrazole-5-carboxylate NC1=NN(C(=C1Br)C(=O)OC)C